1-isopropyl-2-methyl-6-(5-(4-methylpyridin-3-yl)-1H-pyrrolo[2,3-b]pyridin-3-yl)-1H-imidazo[4,5-b]pyridine C(C)(C)N1C(=NC2=NC=C(C=C21)C2=CNC1=NC=C(C=C12)C=1C=NC=CC1C)C